(S)-6-(3-Chloro-6-(difluoromethyl)-2-fluorophenyl)-N-(1-((6-(2-(hydroxymethyl)azetidin-1-yl)pyridin-3-yl)methyl)-1H-pyrazol-4-yl)pyrazine-2-carboxamide ClC=1C(=C(C(=CC1)C(F)F)C1=CN=CC(=N1)C(=O)NC=1C=NN(C1)CC=1C=NC(=CC1)N1[C@@H](CC1)CO)F